N-[3-[1H-imidazol-5-ylmethyl(methyl)amino]phenyl]-N-isobutyl-acetamide N1C=NC=C1CN(C=1C=C(C=CC1)N(C(C)=O)CC(C)C)C